The molecule is an N-(1,2-saturated acyl)sphinganine having a tetracosanoyl group attached to the nitrogen atom. It has a role as a mouse metabolite and a Saccharomyces cerevisiae metabolite. It is a N-(1,2-saturated acyl)sphinganine and a N-(very-long-chain fatty acyl)-sphingoid base. It derives from a tetracosanoic acid. CCCCCCCCCCCCCCCCCCCCCCCC(=O)N[C@@H](CO)[C@@H](CCCCCCCCCCCCCCC)O